tert-butyl N-[2-(1,3-dioxolan-2-yl)-3-[(4-methoxyphenyl)methoxy] phenyl]carbamate O1C(OCC1)C1=C(C=CC=C1OCC1=CC=C(C=C1)OC)NC(OC(C)(C)C)=O